ClC1=CC(=C2C=NN(C2=C1)C1CCN(CC1)C(=O)OC(C)(C)C)I tert-butyl 4-(6-chloro-4-iodo-1H-indazol-1-yl)piperidine-1-carboxylate